CCCCC(CCCC)OC(CCCCCCCN(CCCCCCCC(OCCC(CCCCC)CCCCC)=O)CCCNC1=C(C(C1=O)=O)NC)=O.BrCC1=CC=C(C=C1)NC(C=C)=O N-(4-(bromomethyl)phenyl)acrylamide Nonan-5-yl-8-((3-((2-(methylamino)-3,4-dioxocyclobut-1-en-1-yl)amino)propyl)(8-oxo-8-((3-pentyloctyl)oxy)octyl)amino)octanoate